NC1=NC=NC(=C1C=1CN(CCC1)C(C=C)=O)OC1=CC=C(C=C1)OC1=CC=CC=C1 1-(3-(4-amino-6-(4-phenoxyphenoxy)pyrimidin-5-yl)-5,6-dihydropyridin-1(2H)-yl)prop-2-en-1-one